O=C1C(OC2=C(C1)C=CC=C2C(=O)[O-])C(=O)[O-] oxobenzopyran-2,8-dicarboxylate